N-(4-((3-aminopropyl)carbamoyl)-3-chlorophenyl)-5-(4-(difluoromethoxy)-2,3-difluorophenyl)-1-methyl-1H-imidazole-2-carboxamide NCCCNC(=O)C1=C(C=C(C=C1)NC(=O)C=1N(C(=CN1)C1=C(C(=C(C=C1)OC(F)F)F)F)C)Cl